7-(4,4,5,5-tetramethyl-1,3,2-dioxaborolan-2-yl)pyrrolo-[1,2-b]pyridazine-3-carbonitrile CC1(OB(OC1(C)C)C1=CC=C2N1N=CC(=C2)C#N)C